N-isopropyl-4-(1-methyl-1H-indol-3-yl)pyrimidin-2-amine C(C)(C)NC1=NC=CC(=N1)C1=CN(C2=CC=CC=C12)C